Bis-(4-ethoxy-4-oxo-butan-2-yl)-maleat C(C)OC(CC(C)/C(=C(/C(=O)[O-])\C(C)CC(OCC)=O)/C(=O)[O-])=O